CC1=C(C=CC=C1Cl)NC 3-chloro-N,2-dimethylaniline